FC(C1=NC=C(C(=C1)C1=C(C=NC(=C1)C)C(=O)O)OC)F 2'-(difluoromethyl)-5'-methoxy-6-methyl-[4,4'-bipyridine]-3-carboxylic acid